N-methyl-5-(4-((4-oxo-2,3,4,5-tetrahydro-1H-cyclopenta[c]quinolin-7-yl)methyl)piperazin-1-yl)picolinamide CNC(C1=NC=C(C=C1)N1CCN(CC1)CC=1C=CC=2C3=C(C(NC2C1)=O)CCC3)=O